CN1N=C(C=C1C)NC1=NC=C(C(=N1)C1=CNC2=C(C=CC=C12)N1C(C2=CC(=CC=C2C1)OC)=O)C 2-(3-(2-((1,5-dimethyl-1H-pyrazol-3-yl)amino)-5-methylpyrimidin-4-yl)-1H-indol-7-yl)-6-methoxyisoindolin-1-one